tri-(2-formyl-ethyl)-phosphine hydrochloride Cl.C(=O)CCP(CCC=O)CCC=O